NC1=CC=C(C(=N1)CC)C=1C=CC=C2CCC(NC12)=O 8-(6-amino-2-ethylpyridin-3-yl)-3,4-dihydroquinolin-2(1H)-one